r-pyrrolo[1,2-b]isoquinolin C=1C=CN2C=C3C=CC=CC3=CC21